NC1=NC=CC(=C1Cl)SC=1C=CC=2C(=NC=C(N2)N2[C@@H]3[C@H](C[C@H]2CC3)N)N1 (1S,2S,4R)-7-(6-((2-amino-3-chloropyridin-4-yl)thio)pyrido[2,3-b]pyrazin-2-yl)-7-azabicyclo[2.2.1]heptan-2-amine